C(C)(C)(C)C1=CC(=CC2=CC=CC=C12)C=1N=CC=C2C1SC=C2SC 7-(4-(tert-butyl)naphthalen-2-yl)-3-methylthiothieno[2,3-c]pyridine